5-(2-(5,5-dimethyl-2-phenylpiperidin-1-yl)-2-oxoacetamido)nicotinamide CC1(CCC(N(C1)C(C(=O)NC=1C=NC=C(C(=O)N)C1)=O)C1=CC=CC=C1)C